(4-nitrophenoxy)oxetane [N+](=O)([O-])C1=CC=C(OC2OCC2)C=C1